monooxacyclobutane O1CCC1